SC(CC(=O)OCC(COC(CC(C)S)=O)(COC(CC(C)S)=O)CO)C pentaerythritol tri(3-mercaptobutyrate)